10-Hydroxy-dodecanoic acid OC(CCCCCCCCC(=O)O)CC